FC1=CC=CC=2NC(=NC21)C2=CC(=NN2C)NC(=O)C=2C=CC(=NC2)N2[C@@H](CCC2)C(=O)OCC ethyl (2S)-1-[5-[[5-(4-fluoro-1H-benzimidazol-2-yl)-1-methyl-pyrazol-3-yl]carbamoyl]-2-pyridyl]pyrrolidine-2-carboxylate